2-methyl-6-(methylsulfanyl)-1H,2H,3H-pyrazolo[3,4-d]pyrimidin-3-one CN1NC2=NC(=NC=C2C1=O)SC